magnesium 2-(tert-butyl)-2-phenylpropionate C(C)(C)(C)C(C(=O)[O-])(C)C1=CC=CC=C1.[Mg+2].C(C)(C)(C)C(C(=O)[O-])(C)C1=CC=CC=C1